1-(2-(1-(cis-4-isopropylcyclohexyl)-3-oxo-1H-spiro[isoquinoline-4,4-piperidin]-2(3H)-yl)ethyl)urea C(C)(C)[C@H]1CC[C@H](CC1)C1N(C(C2(CCNCC2)C2=CC=CC=C12)=O)CCNC(=O)N